FC(CC(C)(C=1N=NNC1)NC(OC(C)(C)C)=O)F tert-butyl (4,4-difluoro-2-(1H-1,2,3-triazol-4-yl)butan-2-yl)carbamate